Dichloroaceton ClC(C(C)=O)Cl